ClC=1C=C(C=CC1F)C(C1=NC2=C(CCCNS2(=O)=O)N1)C1=CC(=C(C=C1)F)Cl 7-(bis(3-chloro-4-fluorophenyl)methyl)-3,4,5,6-tetrahydro-2H-imidazo[4,5-f][1,2]thiazepine 1,1-dioxide